NC(C(=O)NC1=NC=NN2C1=CC=C2[C@@]2(O[C@@H]([C@H]([C@H]2O)O)CO)C#N)=CC2=CC=C(C=C2)F (S)-2-amino-N-(7-((2R,3R,4S,5R)-2-cyano-3,4-dihydroxy-5-(hydroxymethyl)tetrahydrofuran-2-yl)pyrrolo[2,1-f][1,2,4]triazin-4-yl)-3-(4-fluorophenyl)propenamide